(RS)-5-chloro-pyrazine ClC=1N=CC=NC1